C1(CCCCC1)NC(C)S(=O)(=O)O cyclohexylamino-ethanesulfonic acid